CN1CCC(CC1)NC(=O)N1C[C@H](C[C@H](C1)C)C1=C2C=CC=NC2=C(C=C1)C#N (3R,5R)-3-(8-cyano-quinolin-5-yl)-5-methyl-piperidine-1-carboxylic acid (1-methyl-piperidin-4-yl)-amide